3-(5-fluoro-2-methyl-4-oxoquinazolin-3(4H)-yl)piperidine-2,6-dicarboxylic acid FC1=C2C(N(C(=NC2=CC=C1)C)C1C(NC(CC1)C(=O)O)C(=O)O)=O